C(C)(C)(C)OC(=O)C1=CC=C(C(=O)O)C=C1 4-(t-butoxycarbonyl)benzoic acid